3-((2-chloro-4-fluorophenoxy)methyl)-8-azabicyclo[3.2.1]octane hydrochloride Cl.ClC1=C(OCC2CC3CCC(C2)N3)C=CC(=C1)F